sulfhydryl-triazole SC=1N=NNC1